1-[(4-methyl-pyrimidin-2-yl)methyl]-3-methyl-7-(2-butyn-1-yl)-8-((R)-3-amino-piperidin-1-yl)-xanthine CC1=NC(=NC=C1)CN1C(=O)N(C=2N=C(N(C2C1=O)CC#CC)N1C[C@@H](CCC1)N)C